(5-amino-7-fluoroimidazo[1,2-c]quinazolin-2-yl)(7-(4-fluorobenzyl)-2,7-diazaspiro[4.4]nonan-2-yl)methanone NC1=NC=2C(=CC=CC2C=2N1C=C(N2)C(=O)N2CC1(CC2)CN(CC1)CC1=CC=C(C=C1)F)F